5-Ethylthio-1H-tetrazoleacetonitrile C(C)SC1(N=NNN1)CC#N